2-acetyl-3,8,10-trihydroxy-1,7,10-TRIMETHYLANTHRACEN C(C)(=O)C1=C(C=2CC3=C(C(=CC=C3C(C2C=C1O)(C)O)C)O)C